5-nitrobenzene diisocyanate [N-]=C=O.[N-]=C=O.[N+](=O)([O-])C=1C=CC=CC1